4-(6-chloro-8-fluoro-2-(((2R)-2-fluorotetrahydro-1H-pyrrolizin-7a(5H)-yl)methoxy)-4-(6-oxa-2,9-diazaspiro[4.5]decan-9-yl)quinazolin-7-yl)-7-fluorobenzo[d]thiazol-2-amine ClC=1C=C2C(=NC(=NC2=C(C1C1=CC=C(C2=C1N=C(S2)N)F)F)OCC21CCCN1C[C@@H](C2)F)N2CCOC1(CCNC1)C2